CC1CN(CC(O1)C)S(=O)(=O)N 2,6-dimethylmorpholin-4-sulfonamid